3-phenyl-1-propene C1(=CC=CC=C1)CC=C